C(C)(CC)N1N=CC=2N=C(N=C(C21)NCC2(CCC2)C2=CC=C(C=C2)Cl)N2CCN(CC2)C(C)=O 1-[4-(1-sec-Butyl-7-{[1-(4-chloro-phenyl)-cyclobutylmethyl]-amino}-1H-pyrazolo[4,3-d]pyrimidin-5-yl)-piperazin-1-yl]-ethanon